C(#N)C=1N=CC(=NC1)NC1CCC(CC1)OC1=C2C=C(C=NC2=CC(=N1)N1CCOCC1)N(S(=O)(=O)C)CC=1N(C(=NC1)[N+](=O)[O-])C N-[5-[4-[(5-cyanopyrazin-2-yl)amino]cyclohexoxy]-7-morpholino-1,6-naphthyridin-3-yl]-N-[(3-methyl-2-nitro-imidazol-4-yl)methyl]methanesulfonamide